FC1=NC(=C2N=CN(C2=N1)C1OCCCCC1)NCC1=CC(=C(C=C1)OC)O 2-fluoro-6-[(3-hydroxy-4-methoxybenzyl)amino]-9-(oxepan-2-yl)-9H-purine